O1C(=NC=C1)C=1C=C(C(=O)NN)C=CC1 3-(oxazol-2-yl)benzoyl-hydrazine